1-(1-benzylcyclopropyl)-2-chloroethan-1-one C(C1=CC=CC=C1)C1(CC1)C(CCl)=O